N-(4,5-difluoro-2-methyl-phenyl)acetamide FC1=CC(=C(C=C1F)NC(C)=O)C